C(C)(C)(C)OC(=O)N1CC(CC1)CO 3-(hydroxymethyl)pyrrolidin-1-carboxylic acid tert-butyl ester